3-(5-([1,1'-Biphenyl]-3-yl)-3-hydroxypicolinamido)-2,2-dimethylpropionic acid C1(=CC(=CC=C1)C=1C=C(C(=NC1)C(=O)NCC(C(=O)O)(C)C)O)C1=CC=CC=C1